C(C1=CC=CC=C1)OC1=NC(=CC=C1C1=NN(C2=C(C=CC=C12)N1[C@@H](CN(CC1)C(=O)OC(C)(C)C)C)C)OCC1=CC=CC=C1 tert-butyl (R)-4-(3-(2,6-bis(benzyloxy) pyridin-3-yl)-1-methyl-1H-indazol-7-yl)-3-methylpiperazine-1-carboxylate